[I-].C(CCCCCCCCCCCCCCC)[NH3+] n-hexadecyl-ammonium iodide